Cl.COC1C(C1)N 2-methoxycyclopropan-1-amine hydrochloride salt